2,3-difluoro-[1,1'-biphenyl]-4-carbonitrile FC1=C(C=CC(=C1F)C#N)C1=CC=CC=C1